6H-pyrrolo[2,3-e][1,2,4]triazolo[4,3-a]pyrazin C1=NN=C2N1C1=C(N=C2)NC=C1